1-(2-Oxo-1H-pyridin-3-yl)-1,2,4-triazole-3-carboxylic acid O=C1NC=CC=C1N1N=C(N=C1)C(=O)O